FC1=C(C=CC=C1)[C@H](C(=O)N1CC2=NN(C=C2C1)S(=O)(=O)C=1C=C2C=CC=NC2=CC1)NCCO (2R)-2-(2-fluorophenyl)-2-[(2-hydroxyethyl)amino]-1-[2-(quinoline-6-sulfonyl)-2H,4H,5H,6H-pyrrolo[3,4-c]pyrazol-5-yl]ethan-1-one